2-[(4-tert-butyl-2-fluoro-5-methoxy-phenyl)methyl]imidazo[1,2-a]pyridine-7-carboxylic acid C(C)(C)(C)C1=CC(=C(C=C1OC)CC=1N=C2N(C=CC(=C2)C(=O)O)C1)F